(S)-1-(5-((7-fluoro-2-methyl-2H-indazol-6-yl)thio)pyrazin-2-yl)-4'H,6'H-spiro[piperidine-4,5'-pyrrolo[1,2-b]pyrazol]-4'-amine FC1=C(C=CC2=CN(N=C12)C)SC=1N=CC(=NC1)N1CCC2([C@@H](C=3N(N=CC3)C2)N)CC1